(3-(allyloxy)isoxazol-5-yl)methanol C(C=C)OC1=NOC(=C1)CO